(3R)-3-amino-5-[(4-chlorophenyl)methyl]-7-[5-[(3,3-difluorocyclohexyl)amino]-1,3,4-oxadiazol-2-yl]-1,1-dioxo-2,3-dihydro-1lambda6,5-benzothiazepin-4-one N[C@H]1CS(C2=C(N(C1=O)CC1=CC=C(C=C1)Cl)C=C(C=C2)C=2OC(=NN2)NC2CC(CCC2)(F)F)(=O)=O